2-[[7-fluoro-2-[[2-[2-oxo-3-(3-oxo-4H-pyrido[3,2-b][1,4]oxazin-6-yl)-1,3-oxazolidin-5-yl]ethylamino]methyl]-2,3-dihydro-1H-inden-5-yl]oxy]-N,N-dimethylacetamide FC=1C=C(C=C2CC(CC12)CNCCC1CN(C(O1)=O)C=1C=CC=2OCC(NC2N1)=O)OCC(=O)N(C)C